CN(C(=O)OC[C@@H]1[C@H]([C@H]([C@@H](O1)N1C=NC=2C(=O)NC(N)=NC12)O)OC)C1=NC=C(C=C1)N1C=NC2=C1C=C(C=C2C)C(N(C2=CC(=C(C=C2)F)OC)CCC#N)=O 3'-O-methyl-guanosine methyl-N-[5-[6-[2-cyanoethyl-(4-fluoro-3-methoxy-phenyl)carbamoyl]-4-methyl-benzimidazol-1-yl]-2-pyridyl]carbamate